10-fluoro-2-[3-(hydroxymethyl)-4-[1-methyl-5-[(2-methylpyrimidin-4-yl)amino]-6-oxo-3-pyridyl]-2-pyridyl]-3,4,6,7,8,9-hexahydropyrazino[1,2-a]indol-1-one FC1=C2N(C=3CCCCC13)CCN(C2=O)C2=NC=CC(=C2CO)C2=CN(C(C(=C2)NC2=NC(=NC=C2)C)=O)C